2-chloro-7-methoxy-4-(trifluoromethyl)quinoline ClC1=NC2=CC(=CC=C2C(=C1)C(F)(F)F)OC